2-(2-((2-(2,6-dioxopiperidin-3-yl)-1,3-dioxoisoindol-4-yl)oxy)acetamido)-N-methylacetamide formate C(=O)O.O=C1NC(CCC1N1C(C2=CC=CC(=C2C1=O)OCC(=O)NCC(=O)NC)=O)=O